methyl (S)-4-(5-fluoro-4-((R)-1-fluoroethyl) pyridin-3-yl)-2-methyl-5-oxo-1,4,5,7-tetrahydrofuro[3,4-b]pyridine-3-carboxylate FC=1C(=C(C=NC1)[C@@H]1C2=C(NC(=C1C(=O)OC)C)COC2=O)[C@@H](C)F